(S)-2-(2-methoxyphenyl)-2-((tetrahydro-2H-pyran-4-yl)oxy)ethanol COC1=C(C=CC=C1)[C@@H](CO)OC1CCOCC1